N1N=CC2=C1N=CNC2 1H,4H,5H-pyrazolo[3,4-d]Pyrimidine